CN(CCN1N=CC(=C1)NC=1N=CC2=C(N1)N(C(C(=C2)N2CCN(C1=C(C=CC=C21)C)C(=O)OC(C)(C)C)=O)C)C tert-butyl 4-[2-[[1-[2-(dimethylamino)ethyl]pyrazol-4-yl]amino]-8-methyl-7-oxo-pyrido[2,3-d]pyrimidin-6-yl]-8-methyl-2,3-dihydroquinoxaline-1-carboxylate